N-((1s,3S)-3-(2,3-dimethylphenyl)cyclobutyl)-N-methyl-6-oxo-7-oxa-5-azaspiro[3.4]octane-2-carboxamide CC1=C(C=CC=C1C)C1CC(C1)N(C(=O)C1CC2(C1)NC(OC2)=O)C